C1(CC1)C=1N=NN(C1)[C@H](C(=O)N1[C@@H](C[C@H](C1)O)C(=O)NC1(CC1)C(F)(F)F)C(C)(C)C (2S,4r)-1-((S)-2-(4-cyclopropyl-1H-1,2,3-triazol-1-yl)-3,3-dimethylbutyryl)-4-hydroxy-N-(1-(trifluoromethyl)cyclopropyl)pyrrolidine-2-carboxamide